methyl 4-methoxy-4'-(trifluoromethyl)-[1,1'-biphenyl]-3-carboxylate COC1=C(C=C(C=C1)C1=CC=C(C=C1)C(F)(F)F)C(=O)OC